2-propionamidopentaneamide C(CC)(=O)NC(C(=O)N)CCC